6-chloro-4-methyl-1-(4-methylbenzenesulfonyl)-3,4-dihydro-2H-1,5-naphthyridine ClC=1N=C2C(CCN(C2=CC1)S(=O)(=O)C1=CC=C(C=C1)C)C